CSC(C(=O)N1C(CCCC1)C=1N=NN(N1)C1=CC=C(C=C1)C)C 2-(methylthio)-1-(2-(2-(p-tolyl)-2H-tetrazol-5-yl)piperidin-1-yl)propan-1-one